FC1(C(C(C(C(C(C1(F)F)(F)F)(F)F)(F)F)(F)F)(F)F)OC1(C(C(C(C(C(C1(F)F)(F)F)(F)F)(F)F)(F)F)(F)F)F perfluorocycloheptyl ether